BrC1=C(C(=C(C=C1OCC)\C=N\S(=O)C(C)(C)C)Cl)OCC N-[(E)-(4-bromo-2-chloro-3,5-diethoxyphenyl)methylene]-2-methylpropane-2-sulfinamide